1-eicosyl-2-(6Z,9Z,12Z,15Z-octadecatetraenoyl)-glycero-3-phospho-(1'-sn-glycerol) CCCCCCCCCCCCCCCCCCCCOC[C@H](COP(=O)(O)OC[C@H](CO)O)OC(=O)CCCC/C=C\C/C=C\C/C=C\C/C=C\CC